ClC1=C(OC=2C=C3C=C(NC3=CC2)C(=O)O)C=CC(=C1)Cl 5-(2,4-dichlorophenoxy)-1H-indole-2-carboxylic acid